C(#N)C(C(=O)OCCCC)(C(C(=O)OCCCC)C)C di-n-butyl 2-cyano-2,3-dimethylsuccinate